(E)-3-(1-ethyl-3-(4-fluorophenyl)-1H-indol-2-yl)acrylaldehyde C(C)N1C(=C(C2=CC=CC=C12)C1=CC=C(C=C1)F)/C=C/C=O